C(C)OC(=O)C=1C=NC=CC1NC(C)C 4-(isopropylamino)pyridine-3-carboxylic acid ethyl ester